BrC=1N=CN(C1C1=CC=NC=C1)CC(=O)N1CCN(CC1)C 2-[4-bromo-5-(4-pyridyl)imidazol-1-yl]-1-(4-methylpiperazin-1-yl)ethanone